C(C)ONC(C1=CN=C(C=C1NC1=C(C=C(C=C1)C#C)N(S(=O)(=O)C)C)NC1=NC=CC=N1)=O N-ethoxy-4-((4-ethynyl-2-(N-methyl-methanesulfonamido)-phenyl)amino)-6-(pyrimidin-2-ylamino)nicotinamide